phenyl-2-nitrobenzene C1(=CC=CC=C1)C1=C(C=CC=C1)[N+](=O)[O-]